N-{4-[1-(2,6-dichloro-4-sulfamoyl-phenyl)-3-dimethylamino-4-oxo-4,5-dihydro-1H-pyrazolo[3,4-d]pyrimidin-6-ylmethyl]-phenyl}-2-diethylamino-acetamide ClC1=C(C(=CC(=C1)S(N)(=O)=O)Cl)N1N=C(C2=C1N=C(NC2=O)CC2=CC=C(C=C2)NC(CN(CC)CC)=O)N(C)C